NCCCCCCOC=1C=C(C=CC1)[C@@H](C)NC=1C2=C(N=CN1)C(=NC(=C2)N2CCS(CC2)(=O)=O)OCC(=O)O (R)-2-((4-((1-(3-((6-aminohexyl)oxy)phenyl)ethyl)amino)-6-(1,1-dioxidothiomorpholino)pyrido[3,4-d]pyrimidin-8-yl)oxy)acetic acid